O=C1N(CC2=CC(=CC=C12)C=1N=C(OC1)C1=CC=CC=C1)C1C(NC(CC1)=O)=O 3-[1,3-dihydro-1-oxo-5-(2-phenyl-4-oxazolyl)-2H-isoindol-2-yl]-2,6-piperidinedione